N,N-dimethyl-2-thiopyridinecarboxamide CN(C(=S)C1=NC=CC=C1)C